6-Methyl-N-[4-(1-propyl-piperidin-3-yl)-2-fluoromethyl-phenyl]-5-(4-pyridin-3-yl-pyrimidin-2-ylamino)-nicotinamide CC1=NC=C(C(=O)NC2=C(C=C(C=C2)C2CN(CCC2)CCC)CF)C=C1NC1=NC=CC(=N1)C=1C=NC=CC1